tetrahexylammonium perfluorooctanesulfonate salt FC(C(C(C(C(C(C(C(F)(F)F)(F)F)(F)F)(F)F)(F)F)(F)F)(F)F)(S(=O)(=O)[O-])F.C(CCCCC)[N+](CCCCCC)(CCCCCC)CCCCCC